BrC=1C=NN(C1)CC(CNC(OC(C)(C)C)=O)O tert-butyl (3-(4-bromo-1H-pyrazol-1-yl)-2-hydroxypropyl)carbamate